C(C)(C)(C)C1=CC=C(CN2N=NC=C2)C=C1 1-(4-tert-butylbenzyl)-1H-1,2,3-triazole